CN1N=CC(=C1C)C1CN(CC2=CC=CC=C12)C(=O)NCCCCCF 4-(1,5-dimethylpyrazol-4-yl)-N-(5-fluoropentyl)-3,4-dihydro-1H-isoquinoline-2-carboxamide